ClC=1C=C2C3(CN(C2=CC1)C1CCN(CC1)C(=O)N1C[C@@H]2[C@@H](OCC(N2)=O)CC1)CC3 (4aR,8aS)-6-[4-(5'-chlorospiro[cyclopropane-1,3'-indolin]-1'-yl)piperidine-1-carbonyl]-4,4a,5,7,8,8a-hexahydropyrido[4,3-b][1,4]oxazin-3-one